5-(2-((benzyloxy)methyl)-3-(5-chloro-6-(trifluoromethyl)isoindolin-2-yl)-3-oxopropyl)-5-cyclopropylimidazole-2,4-dione C(C1=CC=CC=C1)OCC(CC1(C(NC(N1)=O)=O)C1CC1)C(=O)N1CC2=CC(=C(C=C2C1)Cl)C(F)(F)F